C(CCC)[Si](O[C@H]1CCC2=CC=CC=C12)(CCCC)CCCC (S)-Tributyl((2,3-dihydro-1H-inden-1-yl)oxy)silane